[Na].[Na].CN1C=2C=CC=CC2CC2=CC=CC=C12 10-methylacridan disodium salt